C(CCCCCCC)C(COC(=O)C1=CC2=C(SC(=C2)[Sn](CCCC)(CCCC)CCCC)C=2SC(=CC21)[Sn](CCCC)(CCCC)CCCC)CCCCCCCCCC 2-octyldodecyl-2,7-bis(tributylstannyl)-benzo[2,1-b:3,4-b']dithiophene-4-carboxylate